N1B=CC=C1 Azaborole